4-(3-methyl-5-(trifluoromethyl)pyridin-2-yl)piperazine-1-carboxylic acid tert-butyl ester C(C)(C)(C)OC(=O)N1CCN(CC1)C1=NC=C(C=C1C)C(F)(F)F